C(C)(C)(C)O\N=C(/[C@H]1CC[C@H](CC1)N(C1=C(C(N(C=2C=CC(=NC12)C#N)C)=O)C#N)C)\C1=CC=C(C=C1)CO 8-((cis-4-((E)-(tert-butoxyimino)(4-(hydroxymethyl)phenyl)methyl)cyclohexyl)(methyl)amino)-5-methyl-6-oxo-5,6-dihydro-1,5-naphthyridine-2,7-dicarbonitrile